COCCOC=1C=CC(=C(C(=O)OCCOC)C1)[N+](=O)[O-] 2-methoxyethyl 5-(2-methoxyethoxy)-2-nitrobenzoate